O.C1OC=2C=C(C=CC2O1)C=1N=C(NC1C1NCCC1)C1=CC=C(C(=O)N)C=C1 4-[4-(3,4-methylenedioxyphenyl)-5-(2-pyrrolidinyl)-1H-imidazol-2-yl]-benzamide hydrate